COC(C1=NC=CC(=C1)NC1=NC=CC2=CC=C(C=C12)OC)=O 4-((7-Methoxyisoquinolin-1-yl)amino)picolinic acid methyl ester